2-chloro-N-(2-((6,7-dimethoxy-4-((1-methylpiperidin-4-yl)amino)quinazolin-2-yl)amino)ethyl)acetamide ClCC(=O)NCCNC1=NC2=CC(=C(C=C2C(=N1)NC1CCN(CC1)C)OC)OC